1-(exo-3-((4-Chloroquinazolin-6-yl)oxy)-8-azabicyclo[3.2.1]octan-8-yl)prop-2-en-1-one ClC1=NC=NC2=CC=C(C=C12)OC1CC2CCC(C1)N2C(C=C)=O